2-((2S)-4-(2'-((2-ethylpyridin-3-yl)oxy)-6'-oxo-3,4,5',8'-tetrahydro-2H,6'H-spiro[naphthalene-1,7'-pyrido[3,2-d]pyrimidin]-4'-yl)-1-(2-fluoropropenyl)piperazin-2-yl)acetonitrile C(C)C1=NC=CC=C1OC=1N=C(C2=C(N1)CC1(C(N2)=O)CCCC2=CC=CC=C21)N2C[C@@H](N(CC2)C=C(C)F)CC#N